amidino-2-naphthol mesylate S(C)(=O)(=O)OC1=C(C2=CC=CC=C2C=C1)C(N)=N